BrC1=CC(=C(C=C1)\N=N\C1=CC=C(C=C1)Br)[N+](=O)[O-] (E)-1-(4-bromo-2-nitrophenyl)-2-(4-bromophenyl)diazene